ClC1=C(C=C(OCCCC2=C(NC3=C(C=CC=C23)C=2C(=NN(C2C)C)C)C(=O)NCC(=O)OC)C=C1C)C methyl (3-(3-(4-chloro-3,5-dimethylphenoxy)propyl)-7-(1,3,5-trimethyl-1H-pyrazol-4-yl)-1H-indole-2-carbonyl)glycinate